CC1=C(C=CC=C1)C1=C(C=CC=C1)S(=O)(=O)C1=CC=C(C=C1)NC(=O)NCC1=CC=NC=C1 1-(4-((2'-Methyl-[1,1'-biphenyl]-2-yl)sulfonyl)phenyl)-3-(pyridin-4-ylmethyl)urea